2-isobutyl-tartaric acid CC(C)(C)C(C(=O)O)(O)C(O)C(=O)O